ClC=1C=C2C(=CC1)NC(C21CCN(CC1)CCOC1=CC=C2C(=NN(C2=C1)C)C1C(NC(CC1)=O)=O)=O 3-(6-{2-(5-chloro-2-oxospiro[indoline-3,4'-piperidin]-1'-yl)ethoxy}-1-methyl-1H-indazol-3-yl)-2,6-piperidinedione